(R)-2-((4-(hydroxyimino)-1-oxo-1,4-dihydronaphthalen-2-yl)amino)-3-phenyl-N-(2-methoxyphenyl)-propanamide ON=C1C=C(C(C2=CC=CC=C12)=O)N[C@@H](C(=O)NC1=C(C=CC=C1)OC)CC1=CC=CC=C1